O1COC2=C1C=CC(=C2)C=2C=C1CN(CC1=CC2)C(=O)NC2=CNC1=CC(=C(C=C21)F)F 5-(benzo[d][1,3]dioxol-5-yl)-N-(5,6-difluoro-1H-indol-3-yl)isoindoline-2-carboxamide